NC1=C2C(=NC=N1)N(N=C2C(F)F)C(C)C=2C(=C(C(=C(C#N)C2)C)C2CN(C2)CC(C)(C)O)OC {1-[4-Amino-3-(difluoromethyl)-1H-pyrazolo[3,4-d]pyrimidin-1-yl]ethyl}-3-[1-(2-hydroxy-2-methylpropyl)azetidin-3-yl]-4-methoxy-2-methylbenzonitrile